2-(1H-imidazol-1-yl)-N-((1s,4s)-4-(trifluoromethyl)cyclohexyl)thieno[3,2-d]pyrimidine-4-carboxamide N1(C=NC=C1)C=1N=C(C2=C(N1)C=CS2)C(=O)NC2CCC(CC2)C(F)(F)F